C(C1=CC=CC=C1)(C1=CC=CC=C1)(C1=CC=CC=C1)C[C@H](CCCCCCCCCCCCC)O (2S)-1-tritylpentadecan-2-ol